tert-butyl (3R)-3-(chlorosulfonyl)pyrrolidine-1-carboxylate ClS(=O)(=O)[C@H]1CN(CC1)C(=O)OC(C)(C)C